CC(C)(CCCCCCCCCCCCC)C=1NC(OC1)=O 4-(2-methylpentadecan-2-yl)oxazol-2(3H)-one